9-(ortho-carboxyphenyl)-6-hydroxy-3h-xanthen-3-one disodium salt [Na+].[Na+].C(=O)([O-])C1=C(C=CC=C1)C=1C2=CC=C(C=C2OC2=CC(C=CC12)=O)O.C(=O)([O-])C1=C(C=CC=C1)C=1C2=CC=C(C=C2OC2=CC(C=CC12)=O)O